1-(4-phenylsulfanylphenyl)-butane-1,2-dione 2-Oxime C1(=CC=CC=C1)SC1=CC=C(C=C1)C(C(CC)=NO)=O